4-{[3-methoxy-2-(2-methyl-2H-1,2,3-triazol-4-yl)pyridin-4-yl]amino}-N-(2H3)methyl-6-[(1R)-spiro[2.2]pentane-1-amido]pyridazine-3-carboxamide COC=1C(=NC=CC1NC1=C(N=NC(=C1)NC(=O)[C@@H]1CC12CC2)C(=O)NC([2H])([2H])[2H])C2=NN(N=C2)C